methyl 3-(tert-butoxycarbonyl)amino-4-(5-methoxy-2-nitrophenyl)butanoate C(C)(C)(C)OC(=O)NC(CC(=O)OC)CC1=C(C=CC(=C1)OC)[N+](=O)[O-]